FC(COC1=C(C=C(C(=N1)OC)NS(=O)(=O)C1=CNC2=CC(=CC=C12)OC)F)F N-[6-(2,2-Difluoroethoxy)-5-fluoro-2-methoxypyridin-3-yl]-6-methoxy-1H-indol-3-sulfonamid